2-(2-ethoxy-5-((3-((2-hydroxyethyl)amino)azetidin-1-yl)sulfonyl)phenyl)-5-methyl-7-propylimidazo[5,1-f][1,2,4]triazin-4(3H)-one C(C)OC1=C(C=C(C=C1)S(=O)(=O)N1CC(C1)NCCO)C1=NN2C(C(N1)=O)=C(N=C2CCC)C